4-isopropylbenzamide C(C)(C)C1=CC=C(C(=O)N)C=C1